FC1=CC=C2C(C(NC2=C1F)=O)(C1=CC=C(C=C1)OC(F)(F)F)C1=CC=C(C=C1)B(O)O (4-(6,7-difluoro-2-oxo-3-(4-(trifluoromethoxy)phenyl)indolin-3-yl)phenyl)boronic acid